2-[(1,3-dioxo-2,3-dihydro-1H-isoindol-2-yl)methyl]-1,3-diethyl-1H-1,3-benzodiazol-3-ium iodide [I-].O=C1N(C(C2=CC=CC=C12)=O)CC1=[N+](C2=C(N1CC)C=CC=C2)CC